C1(CC1)C=1N=CC=2C=C3C(=C(C2C1)S(=O)(=O)NCC(C)(C)F)CC(C3)NC=3C=NC=CC3 3-cyclopropyl-N-(2-fluoro-2-methylpropyl)-7-(pyridin-3-ylamino)-7,8-dihydro-6H-cyclopenta[g]isoquinoline-5-sulfonamide